2-fluoro-1,3-dimethylimidazoline hexafluorophosphate F[P-](F)(F)(F)(F)F.FC1N(CCN1C)C